C(CC#C)OC1=C(C=C(C=C1)Cl)C1=CC(=CC=C1)C(=O)OC(C)(C)C tert-butyl 2'-(but-3-yn-1-yloxy)-5'-chloro-[1,1'-biphenyl]-3-carboxylate